FC1=CC=C(CN2N=NC(=C2)CNS(=O)(=O)C=2C(=CC(=C(C2)OC)OC)C2=CC(=CC=C2)OC)C=C1 N-((1-(4-fluorobenzyl)-1H-1,2,3-triazol-4-yl)methyl)-3',4,5-trimethoxy-[1,1'-biphenyl]-2-sulfonamide